tert-butyl 3-(4,5-dichloro-2-methoxyphenyl)piperidine-1-carboxylate ClC1=CC(=C(C=C1Cl)C1CN(CCC1)C(=O)OC(C)(C)C)OC